4-(4-(2-(4-Isopropyl-5-(8-methoxy-[1,2,4]triazolo[1,5-a]pyridin-6-yl)-1H-pyrazol-3-yl)-4-methylthiazol-5-yl)cyclohexyl)morpholine C(C)(C)C=1C(=NNC1C=1C=C(C=2N(C1)N=CN2)OC)C=2SC(=C(N2)C)C2CCC(CC2)N2CCOCC2